methyl 5-fluoro-2-((4-fluoro-2-isopropylphenyl)amino)-benzoate FC=1C=CC(=C(C(=O)OC)C1)NC1=C(C=C(C=C1)F)C(C)C